FC1=C(C=C2C(N(C=3N(C2=C1)[C@@H](CN3)C)CC=3C=NN(C3)C)=O)S(=O)(=O)NC3(CC3)C (R)-8-fluoro-1-methyl-4-((1-methyl-1H-pyrazol-4-yl)meth-yl)-N-(1-methylcyclopropyl)-5-oxo-1,2,4,5-tetrahydroimidazo-[1,2-a]quinazoline-7-sulfonamide